4-((8-(4-Cyanophenyl)-1-methyl-2,3-dihydropyrido[3,4-b]pyrazin-4(1H)-yl)sulfonyl)benzonitrile C(#N)C1=CC=C(C=C1)C1=CN=CC=2N(CCN(C21)C)S(=O)(=O)C2=CC=C(C#N)C=C2